N1(N=CC=C1)C1=C(OC2C[C@@H]3[C@@H](CN(C3)C(=O)OC(C)(C)C)C2)C=CC=C1 t-butyl (3aR,5s,6aS)-5-(2-(1H-pyrazol-1-yl)phenoxy)hexahydrocyclopenta[c]pyrrole-2(1H)-carboxylate